FC1=C(C(=O)O)C=CC(=C1)C1=NC(=CN=C1)C(F)(F)F 2-fluoro-4-(6-(trifluoromethyl)pyrazin-2-yl)benzoic acid